N-methyl-2-(2-methyl-4-(5-(3,4,5-trichlorophenyl)-5-(trifluoromethyl)-4,5-dihydroisoxazol-3-yl)benzamido)-4,5,6,7-tetrahydrobenzothiophene-3-carboxamide CNC(=O)C1=C(SC2=C1CCCC2)NC(C2=C(C=C(C=C2)C2=NOC(C2)(C(F)(F)F)C2=CC(=C(C(=C2)Cl)Cl)Cl)C)=O